C(C1=CC=CC=C1)OC(N(CC(C#CC)=O)CCNC(=O)OC(C)(C)C)=O (2-((tert-Butoxycarbonyl)amino)ethyl)(2-oxopent-3-yn-1-yl)carbamic acid benzyl ester